C(N)(=N)C1=CC=C(C=C1)C=1NC2=CC(=CC=C2C1)C(=N)N 2-(4-amidinophenyl)-1H-indole-6-carboxamidine